methyl (1s,4s)-4-(4-(2-(2-aminopyridin-3-yl)-5-phenyl-3H-imidazo[4,5-b]pyridin-3-yl)benzamido)cyclohexane-1-carboxylate NC1=NC=CC=C1C1=NC=2C(=NC(=CC2)C2=CC=CC=C2)N1C1=CC=C(C(=O)NC2CCC(CC2)C(=O)OC)C=C1